O=C1N(C(C=C(N1)C(F)(F)F)=O)C1=CC(=C(C#N)C=C1F)OC1=C(C=CC=C1)C 4-[2,6-Dioxo-4-(trifluoromethyl)-3,6-dihydropyrimidin-1(2H)-yl]-5-fluoro-2-(2-methylphenoxy)benzonitrile